N1C=CC2=CC=CC(=C12)C#N 1H-indol-7-carbonitrile